succinimide pimelate C(CCCCCC(=O)O)(=O)O.C1(CCC(N1)=O)=O